2-{3-[(3S)-3-tert-butylpiperazin-1-yl]-1,2,4-triazin-6-yl}-5-(2-methyl-2H-[1,2,3]triazolo[4,5-b]pyridin-6-yl)phenol C(C)(C)(C)[C@H]1CN(CCN1)C=1N=NC(=CN1)C1=C(C=C(C=C1)C1=CC=2C(N=C1)=NN(N2)C)O